3-(6-(3-Amino-3-methylbut-1-yn-1-yl)-5,7-difluoro-4-oxo-1,4-dihydroquinolin-2-yl)-4-(methylsulfonyl)benzonitrile NC(C#CC=1C(=C2C(C=C(NC2=CC1F)C=1C=C(C#N)C=CC1S(=O)(=O)C)=O)F)(C)C